3-(2-cyanopropan-2-yl)-N-(3-(4-(4-(2-(dimethylamino)-2-oxoethoxy)pyridin-3-yl)-1H-pyrazol-1-yl)-4-methylphenyl)benzamide C(#N)C(C)(C)C=1C=C(C(=O)NC2=CC(=C(C=C2)C)N2N=CC(=C2)C=2C=NC=CC2OCC(=O)N(C)C)C=CC1